N-(6-(4-isopropylpiperazin-1-yl)-2,2-dimethyl-2,3-dihydrobenzo-furan-5-yl)pyrazolo[1,5-a]pyrimidine-3-carboxamide C(C)(C)N1CCN(CC1)C1=CC2=C(CC(O2)(C)C)C=C1NC(=O)C=1C=NN2C1N=CC=C2